4-Hydroxy-N-[4-[3-(4-hydroxyphenyl)prop-2-enoyl]phenyl]benzenesulfonamide OC1=CC=C(C=C1)S(=O)(=O)NC1=CC=C(C=C1)C(C=CC1=CC=C(C=C1)O)=O